NCC(=O)NS(=O)(=O)C=1C(=C(C(=CC1CCCCC)O)C1CCCC(=C1)C)O 2-amino-N-((2,6-dihydroxy-5'-methyl-4-pentyl-1',2',3',4'-tetrahydro-[1,1'-biphenyl]-3-yl)sulfonyl)acetamide